OC1=C(C(N(C(N1C)=O)C)=O)C(\C=C\C1=CC=C(C=C1)CCCCCCCC)=O (E)-6-hydroxy-1,3-dimethyl-5-(3-(4-octylphenyl)acryloyl)pyrimidine-2,4(1H,3H)-dione